5'-bromo-1'-methyl-2,2-diphenylspiro[cyclopropane-1,3'-indol] BrC=1C=C2C3(CN(C2=CC1)C)C(C3)(C3=CC=CC=C3)C3=CC=CC=C3